N-((1-(3-(Phenylamino)phenyl)-1H-1,2,3-triazol-4-yl)methyl)-2-(trifluoromethyl)pyridin-4-amine C1(=CC=CC=C1)NC=1C=C(C=CC1)N1N=NC(=C1)CNC1=CC(=NC=C1)C(F)(F)F